C1(=CC=CC=C1)C1=NC2=C3C(=CC=C2C(=N1)C=1C=C(C=CC1)C1=CC=CC2=CC=CC=C12)C=CC=C3 4-(3-(2-phenylbenzo[h]quinazolin-4-yl)phenyl)naphthalen